FC1=CC=C(C=C1)C=1C(=C2N(N1)[C@@H]1[C@H](C2)C1)C1=C2C(=NC(=C1)C)N(N=C2)COCC[Si](C)(C)C (4aS,5aS)-2-(4-Fluorophenyl)-3-(6-methyl-1-((2-(trimethylsilyl)ethoxy)methyl)-1H-pyrazolo[3,4-b]pyridin-4-yl)-4,4a,5,5a-tetrahydrocyclopropa[4,5]pyrrolo[1,2-b]pyrazole